(4-methylbenzyl)methylethylanilinium CC1=CC=C(C[N+](C2=CC=CC=C2)(CC)C)C=C1